2-[1-[2-(2-Isopropylmorpholin-4-yl)-6-methyl-4-oxo-chromen-8-yl]ethylamino]benzoic acid C(C)(C)C1CN(CCO1)C=1OC2=C(C=C(C=C2C(C1)=O)C)C(C)NC1=C(C(=O)O)C=CC=C1